2-triethoxymethyl-1,3-butadiene C(C)OC(C(=C)C=C)(OCC)OCC